O1CCC(CC1)C=1N=CC(=NC1)N 5-(tetrahydro-2H-pyran-4-yl)pyrazin-2-amine